(2R)-2-((8R,9aS)-8-amino-1-oxo-5-phenethylhexahydro-1H-pyrrolo[1,2-a][1,4]diazepin-2(3H)-yl)-N-(3,4-dichlorobenzyl)-3-hydroxypropanamide HCl Cl.N[C@@H]1C[C@@H]2N(C(CCN(C2=O)[C@@H](C(=O)NCC2=CC(=C(C=C2)Cl)Cl)CO)CCC2=CC=CC=C2)C1